C1CCC(CC1)NC(=O)CN 2-Amino-N-cyclohexyl-acetamide